C1(CCCC1)N1C(C(=CC2=C1N=C(N=C2)NC2=NC=C(C=C2)N2CCN(CC2)C)CO)=O 8-Cyclopentyl-6-hydroxymethyl-2-[5-(4-methyl-piperazin-1-yl)-pyridin-2-ylamino]-8H-pyrido[2,3-d]pyrimidin-7-one